phenoxy-1-methylcyclohexane-1-carboxylate O(C1=CC=CC=C1)C1C(CCCC1)(C(=O)[O-])C